C(C)P(NCCOC)(NCC1=CC=C(C=C1)C1=NOC(=N1)C(F)(F)F)=O 1-ethyl-1-oxo-N-(2-methoxyethyl)-N'-(4-(5-(trifluoromethyl)-1,2,4-oxadiazol-3-yl)benzyl)-λ5-phosphanediamine